5-fluoro-3-(2-(3-phenyl-4-oxothiazolidine-2-ylidene)hydrazono)indol-2-one 2,2,3,3,4,4,4-heptafluorobutyl-methacrylate FC(COC(C(=C)C)=O)(C(C(F)(F)F)(F)F)F.FC=1C=C2C(C(NC2=CC1)=O)=NN=C1SCC(N1C1=CC=CC=C1)=O